9-oxo-7-phenyl-9H-indeno[1,2-b]pyrazine O=C1C=2C=C(C=CC2C2=NC=CN=C21)C2=CC=CC=C2